CC1=NC=CC=C1N1C(N=C(C2=C1N=C(C=C2CO)C(F)(F)F)NC)=O 1-(2-methylpyridin-3-yl)-5-(hydroxymethyl)-4-(methylamino)-7-(trifluoromethyl)pyrido[2,3-d]pyrimidin-2(1H)-one